N-(azepan-4-yl)-6-(1-methyl-1H-pyrazol-4-yl)pyrazolo[1,5-a]pyrazin-4-amine trifluoroacetate FC(C(=O)O)(F)F.N1CCC(CCC1)NC=1C=2N(C=C(N1)C=1C=NN(C1)C)N=CC2